FC1=CC=C2C(=NC(=NC2=C1)C)N[C@H](C(=O)O)CCN(CCCCC1=NC=2NCCCC2C=C1)C[C@@H](C)OC (S)-2-((7-fluoro-2-methylquinazolin-4-yl)amino)-4-(((R)-2-methoxypropyl)(4-(5,6,7,8-tetrahydro-1,8-naphthyridin-2-yl)butyl)amino)butanoic acid